2-(2-((5-(3-(aminomethyl)phenyl)-7-(thiazol-2-ylmethoxy)benzofuran-3-yl)methoxy)phenyl)acetic acid NCC=1C=C(C=CC1)C=1C=C(C2=C(C(=CO2)COC2=C(C=CC=C2)CC(=O)O)C1)OCC=1SC=CN1